N1(C(CCC1)=O)C(=O)N 2-Pyrrolidoneformamide